N=1NC(CCC1)=O 4,5-dihydropyridazin-3-one